C(C(=C)C)(=O)OCCOCCOCCOCCOC(C(=C)C)=O Tetraethylen glycol dimethacrylat